(2R,3R,4S,5R)-2-(6-(Hydroxyamino)-9H-purin-9-yl)-5-(hydroxymethyl)tetrahydrofuran-3,4-diol ONC1=C2N=CN(C2=NC=N1)[C@@H]1O[C@@H]([C@H]([C@H]1O)O)CO